2,6-dipropenylbenzene C(=CC)C1=CC(=CC=C1)C=CC